bis(4-trimethoxysilylbutyl)urea CO[Si](CCCCNC(NCCCC[Si](OC)(OC)OC)=O)(OC)OC